BrC=1C=NN2C1N=C(C=C2CS(=NC(C(F)(F)F)=O)(=O)C)N2[C@@H](COCC2)C N-[({3-bromo-5-[(3R)-3-methylmorpholin-4-yl]pyrazolo[1,5-a]pyrimidin-7-yl}methyl)(methyl)oxo-λ6-sulfanylidene]-2,2,2-trifluoroacetamide